6-(3-(2,2-difluoroethyl)-5-(piperidin-4-yl)-1H-indol-2-yl)-8-methoxy-[1,2,4]triazolo[1,5-a]pyridine FC(CC1=C(NC2=CC=C(C=C12)C1CCNCC1)C=1C=C(C=2N(C1)N=CN2)OC)F